(2R,4R)-N-[2-[[2-(cyclopropylamino)-2-oxo-ethyl]-methyl-amino]-2-oxo-1-(3-pyridyl)ethyl]-4-methoxy-N-[4-(pentafluoro-λ6-sulfanyl)phenyl]pyrrolidine-2-carboxamide C1(CC1)NC(CN(C(C(C=1C=NC=CC1)N(C(=O)[C@@H]1NC[C@@H](C1)OC)C1=CC=C(C=C1)S(F)(F)(F)(F)F)=O)C)=O